FC=1C=CC(=C(C1)C1=CC2=C(N(C(N2)=O)[C@H](CS(=O)(=O)C)C2=NC(=C(C=C2)OC)OCC)C=C1)OC (S)-5-(5-fluoro-2-methoxyphenyl)-1-(1-(6-ethoxy-5-methoxypyridin-2-yl)-2-(methylsulfonyl)ethyl)-1H-benzo[d]imidazol-2(3H)-one